Tert-Butyl (2S,4R)-4-hydroxy-2-(hydroxymethyl)-2-methylpyrrolidine-1-carboxylate O[C@@H]1C[C@@](N(C1)C(=O)OC(C)(C)C)(C)CO